(2S,3S,4R)-Ethyl-3-allyl-6-methoxy-4-(prop-2-yn-1-yloxy)-1,2,3,4-tetrahydroquinoline-2-carboxylate C(C)OC(=O)[C@H]1NC2=CC=C(C=C2[C@@H]([C@H]1CC=C)OCC#C)OC